BrC=1N=C(C=2N(C1)C=NN2)NC2=CC(=C(C=C2)N2CCOCC2)F 6-bromo-N-(3-fluoro-4-morpholinophenyl)-[1,2,4]triazolo[4,3-a]pyrazin-8-amine